C(C)OC1=C(N=C(N1)OCC)OCC triethoxyimidazole